bis-(2,6-diethylphenyl)carbodiimide C(C)C1=C(C(=CC=C1)CC)N=C=NC1=C(C=CC=C1CC)CC